ClC1=C(OCC=2C=C(C=O)C=CC2)C=CC(=C1)C(F)(F)F 3-((2-chloro-4-(trifluoromethyl)phenoxy)methyl)benzaldehyde